3-chloro-4-(2-oxo-1-pyrrolidinyl)phenylboronic acid ClC=1C=C(C=CC1N1C(CCC1)=O)B(O)O